ClC1=CC=C(S1)C1=NC(=C2N=CN(C2=N1)[C@H]1[C@@H]([C@@H]([C@@]2(C[C@H]12)C#N)O)O)NCCC (1R,2R,3S,4R,5S)-4-(2-(5-chlorothiophen-2-yl)-6-(propylamino)-9H-purin-9-yl)-2,3-dihydroxybicyclo[3.1.0]hexane-1-carbonitrile